CC1=C(C=2N(C=C1C1=C(C=3N=C(SC3N1)N1CCN(CC1)CC(=O)N)C(C)C)N=CN2)C 2-(4-(5-(7,8-dimethyl-[1,2,4]triazolo[1,5-a]pyridin-6-yl)-6-isopropyl-4H-pyrrolo[3,2-d]thiazol-2-yl)piperazin-1-yl)acetamide